1-(4-((5-amino-N-propyl-6H-thieno[3,2-b]azepine-7-carboxamido)methyl)phenyl)-2-methyl-5,8,11,14,17,20,23,26,29,32-decaoxa-2-azapentatriacontan-35-oic acid NC=1CC(=CC2=C(N1)C=CS2)C(=O)N(CCC)CC2=CC=C(C=C2)CN(CCOCCOCCOCCOCCOCCOCCOCCOCCOCCOCCC(=O)O)C